3,5-dibromo-6-(2-fluorophenyl)pyridin-2-amine BrC=1C(=NC(=C(C1)Br)C1=C(C=CC=C1)F)N